C(C)S(=O)(=O)C=1C=C(C=CC1C=1N=C2N(C=NC(=C2)C(F)(F)F)C1)C(C#N)(C)C 2-[3-ethylsulfonyl-4-[7-(trifluoromethyl)imidazo[1,2-c]pyrimidin-2-yl]phenyl]-2-methyl-propanenitrile